NCC(=O)N1[C@@H](CCC1)C(=O)O Glycyl-L-proline